pyrazin-2-yl-thio-propionate N1=C(C=NC=C1)SC(C(=O)[O-])C